Rac-N-((3R,4S)-4-(5-bromo-6-methoxy-2H-indazol-2-yl)-3-methylcyclohexyl)-N-methylacetamide BrC1=CC2=CN(N=C2C=C1OC)[C@@H]1[C@@H](C[C@@H](CC1)N(C(C)=O)C)C |&1:15|